Cl.Cl.ClC=1C(=NC(=NC1)C=1CCN(CC1)C1CNCCC1)N[C@H](C)C1=C(C=C(C=C1)Cl)Cl 5-chloro-N-((R)-1-(2,4-dichlorophenyl)ethyl)-2-(1-(piperidin-3-yl)-1,2,3,6-tetrahydropyridin-4-yl)pyrimidin-4-amine dihydrochloride